2-[3,5-bis(difluoromethyl)-1H-pyrazol-1-yl]-1-[4-(4-{(5S)-5-[2-chloro-6-(prop-2-yn-1-yloxy)phenyl]-4,5-dihydro-1,2-oxazol-3-yl}-1,3-thiazol-2-yl)piperidin-1-yl]ethanone FC(C1=NN(C(=C1)C(F)F)CC(=O)N1CCC(CC1)C=1SC=C(N1)C1=NO[C@@H](C1)C1=C(C=CC=C1OCC#C)Cl)F